NC1=NC=NC=C1F 4-amino-5-fluoropyrimidin